O=C1NC(CCC1N1C(C2=CC=CC(=C2C1=O)CCC1CCN(CC1)C1=CC=C(C(=O)N[C@H]2C[C@@H](CC2)NC2=CC(=NC=3N2N=CC3)CCC)C=C1)=O)=O 4-(4-(2-(2-(2,6-dioxopiperidin-3-yl)-1,3-dioxoisoindolin-4-yl)ethyl)piperidin-1-yl)-N-((1R,3R)-3-((5-propylpyrazolo[1,5-a]pyrimidin-7-yl)amino)cyclopentyl)benzamide